N[C@@H]1[C@@H](OCC12CCN(CC2)C=2N=CC=NC2)C 5-((3S,4S)-4-Amino-3-methyl-2-oxa-8-azaspiro[4.5]dec-8-yl)pyrazine